[Na].C(C)(=O)OCC ethyl acetate sodium salt